N-(2-ethoxy-4-(4-methyl-4H-1,2,4-triazol-3-yl)phenyl)-6-methyl-8-(pyrrolidin-1-yl)pyrido[3,4-d]pyrimidin-2-amine C(C)OC1=C(C=CC(=C1)C1=NN=CN1C)NC=1N=CC2=C(N1)C(=NC(=C2)C)N2CCCC2